(1S,3S)-N1-(4-(3-methyl-2H-indazol-5-yl)pyrimidin-2-yl)cyclopentane-1,3-diamine CC=1NN=C2C=CC(=CC12)C1=NC(=NC=C1)N[C@@H]1C[C@H](CC1)N